CC=1C=C(CC2=C(C(=C(O)C(=C2)CC2=CC(=C(C(=C2)C)O)C)O)O)C=C(C1O)C 4,6-bis(3,5-dimethyl-4-hydroxybenzyl)pyrogallol